N1-((S)-3-(3-fluorophenyl)-1-oxo-1-(((S)-3-oxo-1-((S)-2-oxopyrrolidin-3-yl)-4-(trifluoromethoxy)butan-2-yl)amino)propan-2-yl)-N2-(3-methoxy-phenyl)oxalamide FC=1C=C(C=CC1)C[C@@H](C(N[C@@H](C[C@H]1C(NCC1)=O)C(COC(F)(F)F)=O)=O)NC(C(=O)NC1=CC(=CC=C1)OC)=O